4-{8-Amino-3-[(1'S,6'R,8a'S)-1'-hydroxy-3'-oxohexahydrospiro[cyclopropan-1,2'-indolizin]-6'-yl]imidazo[1,5-a]pyrazin-1-yl}-3-ethoxy-N-[4-(trifluoromethyl)pyridin-2-yl]benzamid NC=1C=2N(C=CN1)C(=NC2C2=C(C=C(C(=O)NC1=NC=CC(=C1)C(F)(F)F)C=C2)OCC)[C@H]2CN1C(C3([C@@H]([C@@H]1CC2)O)CC3)=O